Tert-butyl 4-((3-(4-(1-(2,6-dioxopiperidin-3-yl)-3-methyl-2-oxo-2,3-dihydro-1H-benzo[d]imidazol-5-yl)phenyl)cyclobutyl)methyl)piperazine-1-carboxylate O=C1NC(CCC1N1C(N(C2=C1C=CC(=C2)C2=CC=C(C=C2)C2CC(C2)CN2CCN(CC2)C(=O)OC(C)(C)C)C)=O)=O